ClC=1C=C(OC2=NN(C=C2F)CC(=O)OC(C)(C)C)C=CC1[N+](=O)[O-] tert-Butyl [3-(3-chloro-4-nitrophenoxy)-4-fluoro-1H-pyrazol-1-yl]acetate